N[C@@H]1CN(CC1)C(=O)OCC1=CC=CC=C1 benzyl (3S)-3-aminopyrrolidine-1-carboxylate